FC=1C(=C(C=O)C=CC1)C(F)(F)F 3-fluoro-2-(trifluoromethyl)benzaldehyde